N-cyclopropyl-8-(4-(oxetane-3-carbonyl)piperazin-1-yl)-3-(5-(trifluoromethyl)-1,3,4-thiadiazol-2-yl)imidazo[1,5-a]pyridine-6-sulfonamide C1(CC1)NS(=O)(=O)C=1C=C(C=2N(C1)C(=NC2)C=2SC(=NN2)C(F)(F)F)N2CCN(CC2)C(=O)C2COC2